C(#N)[C@H](CC1=CC=C(C=C1)C=1C=CC2=C(N(C(O2)=O)C)C1)NC(=O)C1CNCCCCC1 N-((S)-1-cyano-2-(4-(3-methyl-2-oxo-2,3-dihydrobenzo[d]oxazol-5-yl)phenyl)ethyl)azocane-3-carboxamide